ethyl (S)-3-(1-(8-amino-1-methylimidazo[1,5-a]pyrazin-3-yl)ethyl)-5-chloro-6-fluoro-2-hydroxybenzoate NC=1C=2N(C=CN1)C(=NC2C)[C@@H](C)C=2C(=C(C(=O)OCC)C(=C(C2)Cl)F)O